tert-butyl 7-(4-((5-chloro-4-((2-(dimethylphosphino) phenyl) amino) pyrimidin-2-yl) amino)-2-nitrophenyl)-2,7-diazaspiro[3.5]nonane-2-carboxylate ClC=1C(=NC(=NC1)NC1=CC(=C(C=C1)N1CCC2(CN(C2)C(=O)OC(C)(C)C)CC1)[N+](=O)[O-])NC1=C(C=CC=C1)P(C)C